C[N+]1(CCOCC1)CCCS(=O)(=O)O N-methyl-N-(3-sulfopropyl)morpholinium